C(#CCCCC)C1=CC2=C(NC(CC(N2C=2C=C(/C(/N)=N/O)C=CC2)=O)=O)C2=CC=CC=C12 (Z)-3-(7-(Hex-1-yn-1-yl)-2,4-dioxo-1,2,3,4-tetrahydro-5H-naphtho[1,2-b][1,4]diazepin-5-yl)-N'-hydroxybenzimidamide